7-Hydroxy-1-(4-hydroxy-3-methoxyphenyl)-6-methoxy-1,2-dihydronaphthalene-2,3-dicarboxylic acid OC1=C(C=C2C=C(C(C(C2=C1)C1=CC(=C(C=C1)O)OC)C(=O)O)C(=O)O)OC